FCCN1[C@@H](CC1)COC=1C=CC(=C(C(=O)NC2(CC2)C2=C3C=CC=NC3=CC(=C2)OC)C1)C (S)-5-((1-(2-Fluoroethyl)azetidin-2-yl)methoxy)-N-(1-(7-methoxyquinolin-5-yl)cyclopropyl)-2-methylbenzamide